(2S,4R)-1-(2-ethylhexyl)-4-hydroxypyrrolidine-2-carboxylic acid C(C)C(CN1[C@@H](C[C@H](C1)O)C(=O)O)CCCC